1-[4-(1,1-dioxo-1lambda6-thiomorpholin-3-yl)phenyl]-3-[(4-methoxyphenyl)methyl]urea O=S1(CC(NCC1)C1=CC=C(C=C1)NC(=O)NCC1=CC=C(C=C1)OC)=O